N-cyclopropyl-2-(difluoromethoxy)-4-[7-[[(3R,4S)-4-hydroxy-3-piperidyl]methoxy]imidazo[1,2-a]pyridin-3-yl]-6-methoxy-benzamide C1(CC1)NC(C1=C(C=C(C=C1OC)C1=CN=C2N1C=CC(=C2)OC[C@H]2CNCC[C@@H]2O)OC(F)F)=O